COC=1C=C(C=CC1)N1C(=C2C(N(N=CC2=C1C)C1=NC2=CC=CC=C2C=C1)=O)C 6-(3-methoxyphenyl)-5,7-dimethyl-2-(quinolin-2-yl)-2,6-dihydro-1H-pyrrolo[3,4-d]pyridazin-1-one